ClC=1C=C(C=CC1)[C@@H]1N(OCC1)C1=CC(=NC=N1)NC=1C(=CC(=C(C1)NC(C=C)=O)N1CCC(CC1)N1CCN(CC1)C1CC1)OC N-(5-((6-((R)-3-(3-chlorophenyl)-isoxazolidine-2-yl)pyrimidine-4-yl)amino)-2-(4-(4-cyclopropylpiperazine-1-yl)piperidine-1-yl)-4-methoxyphenyl)acrylamide